p-hexylbenzenesulfonate C(CCCCC)C1=CC=C(C=C1)S(=O)(=O)[O-]